C(C1=CC=CC=C1)OC=1C(=NC(=CC1)Br)CO (3-(benzyloxy)-6-bromopyridin-2-yl)methanol